ClC1=NC=C(C=C1)\C=C\OCC 2-chloro-5-[(E)-2-ethoxyethenyl]pyridine